1-(2-(pyridin-4-yl)ethyl)-1H-pyrazole-5-carboxylic acid N1=CC=C(C=C1)CCN1N=CC=C1C(=O)O